O=C1NC(CCC1N1C(C2=CC(=CC(=C2C1=O)SCCCCCCCNC1CC2(C1)CCC2)F)=O)=O 2-(2,6-dioxopiperidin-3-yl)-6-fluoro-4-((7-(spiro[3.3]heptan-2-ylamino)heptyl)thio)isoindoline-1,3-dione